[Nb].[Si] silicon, niobium salt